N-(2-ethylphenyl)-N'-(2-ethoxyphenyl)oxalic acid dianilide C(C)C1=C(C=CC=C1)N(C1=CC=CC=C1)C(C(=O)N(C1=CC=CC=C1)C1=C(C=CC=C1)OCC)=O